N-((4-(3-cyclopropyl-1,2,4-oxadiazol-5-yl)bicyclo[2.2.2]octan-1-yl)methyl)-N-(3-(2-cyclopropyloxazol-5-yl)phenyl)cyclohexanecarboxamide C1(CC1)C1=NOC(=N1)C12CCC(CC1)(CC2)CN(C(=O)C2CCCCC2)C2=CC(=CC=C2)C2=CN=C(O2)C2CC2